COC(C)(C)C1C(CC1)OC=1C=CC2=C(N=C(O2)C2=C3C=C(N=CC3=C(N=C2)NC)NC(=O)C2CC2)C1 N-(5-(5-(2-(2-methoxypropan-2-yl)cyclobutoxy)benzo[d]oxazol-2-yl)-8-(methylamino)-2,7-naphthyridin-3-yl)cyclopropanecarboxamide